COC=1C=C(C[P+](C2=CC=CC=C2)(C2=CC=CC=C2)C2=CC=CC=C2)C=CC1 (3-methoxybenzyl)triphenylphosphonium